5-(pyrimidin-2-yl)-4,5,6,7-tetrahydro-1H-imidazo[4,5-c]pyridin N1=C(N=CC=C1)N1CC2=C(CC1)NC=N2